C(C)(C)(C)OC(=O)N1C(=CC2=CC=C(C=C12)CN1N=NC(=C1)C=1C=NC=C(C1)N1C=CC=C1)CN(CC1CCC1)C(=O)OC(C)(C)C 6-((4-(5-(1H-pyrrol-1-yl)pyridin-3-yl)-1H-1,2,3-triazol-1-yl)methyl)-2-(((tert-Butoxycarbonyl)(cyclobutylmethyl)amino)methyl)-1H-indole-1-carboxylic acid tert-butyl ester